(6R)-6-[4-(3-pyrazin-2-yl-2-pyridyl)piperazin-1-yl]-2-azaspiro[3.4]octane N1=C(C=NC=C1)C=1C(=NC=CC1)N1CCN(CC1)[C@H]1CC2(CNC2)CC1